NC1=NC=C(C=2C1=CN(N2)COCC[Si](C)(C)C)NC(=O)C(=O)N(CC2=CC=NC=C2)CC2=CC=CC=C2 N-[4-amino-2-(2-trimethylsilylethoxymethyl)pyrazolo[4,3-c]pyridin-7-yl]-N'-benzyl-N'-(4-pyridylmethyl)oxamide